FC=1C=C(C(=O)OCC)C=CC1N1CCC2(CC(C2)=O)CC1 ethyl 3-fluoro-4-(2-oxo-7-azaspiro[3.5]nonan-7-yl)benzoate